2-((3,4-dihydro-2H-pyrimido[1,2-c]quinazolin-10-yl)oxy)-6-fluorobenzonitrile N=1CCCN2C=NC=3C=CC(=CC3C21)OC2=C(C#N)C(=CC=C2)F